C(C)(=O)N(C=1SC2=C(C1C(=O)OC(C)(C)C)CCC1(OCCO1)C2)CC2=CC=CC=C2 Tert-butyl 2-[acetyl(benzyl)amino]-4,7-dihydro-5H-spiro[1-benzothiophene-6,2'-[1,3]dioxolane]-3-carboxylate